(2R)-2-(tert-butoxycarbonylamino)butanoic acid C(C)(C)(C)OC(=O)N[C@@H](C(=O)O)CC